(1R,3s,5S)-3-(N-methyl-4-(2-(1-methyl-1H-pyrazolo[3,4-b]pyrazin-3-yl)cyclopropyl)benzamido)-8-azabicyclo[3.2.1]octane-8-carboxylic acid tert-butyl ester C(C)(C)(C)OC(=O)N1[C@H]2CC(C[C@@H]1CC2)N(C(C2=CC=C(C=C2)C2C(C2)C2=NN(C1=NC=CN=C12)C)=O)C